tert-butyl (4R)-4-[(1S)-5-(6-tert-butylfuro[2,3-b]pyrazin-2-yl)-1-cyclobutyl-5-oxo-pentyl]-2,2-dimethyl-oxazolidine-3-carboxylate C(C)(C)(C)C1=CC=2C(=NC=C(N2)C(CCC[C@@H](C2CCC2)[C@H]2N(C(OC2)(C)C)C(=O)OC(C)(C)C)=O)O1